1,3,5-tris(3,5-di-tert-butyl-4-hydroxybenzyl)-1,3,5-triazine-2,4,6-trione C(C)(C)(C)C=1C=C(CN2C(N(C(N(C2=O)CC2=CC(=C(C(=C2)C(C)(C)C)O)C(C)(C)C)=O)CC2=CC(=C(C(=C2)C(C)(C)C)O)C(C)(C)C)=O)C=C(C1O)C(C)(C)C